C1C=C[N+]=2N1C=CC2 pyrazolo[1,2-a]pyrazol-4-ium